ClC=1C=C(C=CC1Cl)N1N=NC(=C1)C(C)O 1-(1-(3,4-dichlorophenyl)-1H-1,2,3-triazol-4-yl)ethan-1-ol